5-[[2-[(2S,4R)-4-Cyano-2-phenyl-1-piperidyl]-2-oxo-acetyl]amino]pyridine-3-carboxamide C(#N)[C@H]1C[C@H](N(CC1)C(C(=O)NC=1C=C(C=NC1)C(=O)N)=O)C1=CC=CC=C1